N1C(=NC=C1)CN1CC(N(CC1)CC1=C2C=CNC2=C(C=C1OC)C)C1=CC=C(C(=O)O)C=C1 4-(4-((1H-Imidazol-2-yl)methyl)-1-((5-methoxy-7-methyl-1H-indol-4-yl)methyl)piperazin-2-yl)benzoic acid